N1C=NC2=C1C=C1NC=NC1=C2 1,7-dihydro-benzo[1,2-d:4,5-d']-di-imidazole